COC(C(C(CC)C)(C)C)=O.NC1=C2C(=NC=N1)N(N=C2C2=CC(=C(C=C2)O)O)C(C)C=2OC1=CC=CC=C1C(C2C2=CC(=CC=C2)F)=O 2-(1-(4-amino-3-(3,4-dihydroxyphenyl)-1H-pyrazolo[3,4-d]pyrimidin-1-yl)ethyl)-3-(3-fluorophenyl)-4H-chromen-4-one methyl-2,2,3-trimethylpentanoate